ethyl 4-(3-bromo-2-fluoro-phenyl)-3-oxo-pentanoate BrC=1C(=C(C=CC1)C(C(CC(=O)OCC)=O)C)F